2-acrylamido-2-methylpropanesulfonate C(C=C)(=O)NC(CS(=O)(=O)[O-])(C)C